(+/-)-(4-(4-(2-amino-6-methylpyrimidin-4-yl)-1,4-oxazepan-3-yl)-3-chlorophenyl)(pyrrolidin-1-yl)methanone NC1=NC(=CC(=N1)N1[C@@H](COCCC1)C1=C(C=C(C=C1)C(=O)N1CCCC1)Cl)C |r|